magnesium picolate N1=C(C=CC=C1)C(=O)[O-].[Mg+2].N1=C(C=CC=C1)C(=O)[O-]